C[C@H]1CN(C[C@H](N1)C)C=1N=CC(=NC1)C1=C(N=C2N1C=C(C(=C2)OCC)C(=O)N)C (5-((3S,5R)-3,5-dimethylpiperazin-1-yl)pyrazin-2-yl)-7-ethoxy-2-methylimidazo[1,2-a]pyridine-6-carboxamide